(S)-quinuclidin-3-yl (1-(4-(4,4,5,5-tetramethyl-1,3,2-dioxa-borolan-2-yl)phenyl)cyclopropyl)carbamate CC1(OB(OC1(C)C)C1=CC=C(C=C1)C1(CC1)NC(O[C@@H]1CN2CCC1CC2)=O)C